CN(C(=O)N1C[C@@H](CC1)N(C([O-])=O)C1CN(C1)C1=CC(=C(C(=C1)F)C1C(NC(CC1)=O)=O)F)C (R)-1-(dimethylcarbamoyl)pyrrolidin-3-yl-(1-(4-(2,6-dioxopiperidin-3-yl)-3,5-difluorophenyl)azetidin-3-yl)carbamate